ClC1=C(C=C2C(=C(N(C2=C1F)C)C=1NC(=NN1)OCCO)N1C=NC=C1)OC 2-((5-(6-chloro-7-fluoro-3-(1H-imidazol-1-yl)-5-methoxy-1-methyl-1H-indol-2-yl)-4H-1,2,4-triazol-3-yl)oxy)ethan-1-ol